2-{[7-hydroxy-4-(1-methyl-1H-indazol-6-yl)-1-oxo-2,3-dihydro-1H-isoindol-2-yl]methyl}prop-2-enenitrile OC=1C=CC(=C2CN(C(C12)=O)CC(C#N)=C)C1=CC=C2C=NN(C2=C1)C